P(=S)(OCC)(OCOC(CN(C)C)COC1=C(C=CC=C1)CCC1=CC(=CC=C1)OC)SCSCC O-(((1-(dimethylamino)-3-(2-(3-methoxyphenethyl) phenoxy) propan-2-yl) oxy) methyl) O-ethyl S-((ethylthio) methyl) dithiophosphate